5-Fluoro-6-(2-methoxyethoxy)-3-(3-{4-[3-(pyrimidin-5-yl)azetidin-1-carbonyl]phenyl}-1,2-oxazol-5-yl)-1H-indazol FC=1C=C2C(=NNC2=CC1OCCOC)C1=CC(=NO1)C1=CC=C(C=C1)C(=O)N1CC(C1)C=1C=NC=NC1